N1CNCC12CNCCC2 1,3,7-triazaspiro[4.5]Decane